N-[3-(2-methoxy-4-pyridyl)-4-methyl-2-bicyclo[4.2.0]octa-1(6),2,4-trienyl]-1,1-diphenyl-methanimine COC1=NC=CC(=C1)C1=C(C=2CCC2C=C1C)N=C(C1=CC=CC=C1)C1=CC=CC=C1